C(C=C)(=O)OCCCCCCCCCC[Si](C)(C)I acryloyloxydecyl-iododimethylsilane